FC1=C(NC2=C1C=1C=NN(C1C=C2)S(=O)(=O)C2=CC=CC=C2)C2=C(C=CC=C2)C 8-fluoro-3-(phenylsulfonyl)-7-(o-tolyl)-3,6-dihydropyrrolo[3,2-e]indazole